C(C)OC(COCCOC1=CC(=C(C=C1)C=1N(C2=NC=NC(=C2N1)OC1(CC1)C)CC1=CC(=CC=C1)Cl)Cl)=O Ethyl-2-(2-(3-chloro-4-(9-(3-chlorobenzyl)-6-(1-methylcyclopropoxy)-9H-purin-8-yl)phenoxy)ethoxy)acetate